3-(((R)-1-(3-((1R,6S)-3-oxabicyclo[4.1.0]heptan-6-yl)-2-cyano-7-methylquinoxalin-5-yl)ethyl)amino)-6-chloropicolinic acid [C@@H]12COCC[C@]2(C1)C=1C(=NC2=CC(=CC(=C2N1)[C@@H](C)NC=1C(=NC(=CC1)Cl)C(=O)O)C)C#N